ClC1=CC=C(C=C1)CNC(=O)C1=C(N=C(S1)N(C1CCOCC1)C)C(C)C N-[(4-Chlorophenyl)-methyl]-4-isopropyl-2-(methyl-tetrahydro-pyran-4-yl-amino)-thiazole-5-carboxylic acid amide